C(C)SC1=NN2C(N=CC=C2C2=CC=C(C=C2)F)=C1C(=O)NC=1C(=NC=C(C1)C(F)(F)F)NC 2-(ethylthio)-7-(4-fluorophenyl)-N-(2-(methylamino)-5-(trifluoromethyl)pyridin-3-yl)pyrazolo[1,5-a]pyrimidine-3-carboxamide